acrylic acid vinyl ester C(=C)OC(C=C)=O